C(CCC)C1N(S(C2=C(N(C1)C1COC1)C=C(C(=C2)O\C=C(\C(=O)OCC)/F)SC)(=O)=O)C ethyl (Z)-3-((3-butyl-2-methyl-7-(methylthio)-5-(oxetan-3-yl)-1,1-dioxido-2,3,4,5-tetrahydrobenzo[f][1,2,5]thiadiazepin-8-yl)oxy)-2-fluoroacrylate